Disodium hydrogen ortho-phosphate P(=O)(O)([O-])[O-].[Na+].[Na+]